tert.-Butylisocyanate C(C)(C)(C)N=C=O